(1R,3r,5S)-8-oxabicyclo[3.2.1]octane-3-carboxamide [C@H]12CC(C[C@H](CC1)O2)C(=O)N